(1R,3aS,6aR)-2-((S)-2-fluoro-2-(3-fluorophenyl)propanoyl)-N-((S)-4-fluoro-3-oxo-1-((R)-2-oxopyrrolidin-3-yl)butan-2-yl)octahydrocyclopenta[c]pyrrole-1-carboxamide F[C@@](C(=O)N1[C@H]([C@H]2[C@@H](C1)CCC2)C(=O)N[C@@H](C[C@@H]2C(NCC2)=O)C(CF)=O)(C)C2=CC(=CC=C2)F